FC(C=1C=C(C=CC1)C1=NN=C2SCCCN21)(F)F 3-(3-(trifluoromethyl)phenyl)-6,7-dihydro-5H-[1,2,4]triazolo[3,4-b][1,3]thiazine